tri(isopropoxy)silanol ethyl-3-(2-chlorophenyl)-3-hydroxy-2-(pyrrolidin-1-ylmethyl)propanoate C(C)C(C(=O)O)(C(O)C1=C(C=CC=C1)Cl)CN1CCCC1.C(C)(C)O[Si](O)(OC(C)C)OC(C)C